FC1=CC=C(CC=2NC(=NN2)C(=O)N[C@@H]2C(N(C=3N(CC2)N=CC3)C)=O)C=C1 (S)-5-(4-fluorobenzyl)-N-(4-methyl-5-oxo-5,6,7,8-tetrahydro-4H-pyrazolo[1,5-a][1,3]diazepin-6-yl)-4H-1,2,4-triazole-3-carboxamide